C(=CCCCCCCCCCCCCCCC)N Heptadecenyl-amine